6-(2-(((1s,4s)-4-cyano-4-methylcyclohexyl)amino)-4-methoxypyrrolo[2,1-f][1,2,4]triazin-5-yl)-8-fluoro-N-methylimidazo[1,2-a]pyridine-3-carboxamide C(#N)C1(CCC(CC1)NC1=NN2C(C(=N1)OC)=C(C=C2)C=2C=C(C=1N(C2)C(=CN1)C(=O)NC)F)C